BrC1=C(C=CC(=C1)OC)S(=O)(=O)N 2-bromo-4-methoxybenzenesulfonamide